FC1([C@H](CN(C1)C)NC1=NN2C(C(=N1)OC)=C(C=C2)C=2C=CC1=C(N(C(=N1)C)CC(F)F)C2)F (S)-N-(4,4-difluoro-1-methylpyrrolidin-3-yl)-5-(1-(2,2-difluoroethyl)-2-methyl-1H-benzo[d]imidazol-6-yl)-4-methoxypyrrolo[2,1-f][1,2,4]triazin-2-amine